6-(2-chloro-5-methoxyphenyl)-2-(pyrimidin-2-yl)-7,8-dihydro-phthalazin-1(2H)-one ClC1=C(C=C(C=C1)OC)C1=CC=2C=NN(C(C2CC1)=O)C1=NC=CC=N1